pentaerythritol tetramontanate C(CCCCCCCCCCCCCCCCCCCCCCCCCCC)(=O)OCC(COC(CCCCCCCCCCCCCCCCCCCCCCCCCCC)=O)(COC(CCCCCCCCCCCCCCCCCCCCCCCCCCC)=O)COC(CCCCCCCCCCCCCCCCCCCCCCCCCCC)=O